C[C@@]12CCC[C@H]1[C@@H]1CCC3CCCC[C@@H]3[C@H]1CC2 Estrane